OC1=C(C=O)C=C(C=C1)C=C1C2CCC(C1=C=O)(C2(C)C)C 2-hydroxy-5-((4,7,7-trimethyl-3-carbonylbicyclo[2.2.1]hept-2-ylidene)methyl)benzaldehyde